C(C)C=1C(=CC=C2C=C(C=C(C12)OS(=O)(=O)C(F)(F)F)OCOC)F [8-ethyl-7-fluoro-3-(methoxymethoxy)-1-naphthyl]trifluoromethanesulfonate